ClC=1C(=C(C=C(C1)Cl)NC(=O)NC1=CC(=CC(=C1)OC(F)(F)F)NCCO)CCO 1-[3,5-dichloro-2-(2-hydroxyethyl)phenyl]-3-[3-(2-hydroxyethylamino)-5-trifluoromethoxyphenyl]urea